cyclohexylazide C1(CCCCC1)N=[N+]=[N-]